Methyl 2-(2-(2-(4-((3-((tert-butoxycarbonyl)amino)propanamido)methyl)phenyl) thiazole-4-carboxamido)acrylamido)acrylate C(C)(C)(C)OC(=O)NCCC(=O)NCC1=CC=C(C=C1)C=1SC=C(N1)C(=O)NC(C(=O)NC(C(=O)OC)=C)=C